OC1CC2CN(C(C1)C2)C(=O)OC(C)(C)C tert-Butyl 3-hydroxy-6-azabicyclo[3.2.1]octane-6-carboxylate